tert-butyl (2S)-2-acetylazetidine-1-carboxylate C(C)(=O)[C@H]1N(CC1)C(=O)OC(C)(C)C